ClC1=C(C=CC(=C1)Cl)C1C(CC1)NC(C1=C(N=CC=C1)C(F)(F)F)=O N-[2-(2,4-dichlorophenyl)cyclobutyl]2-(trifluoromethyl)nicotinamide